CN(C)COC(CCCC=CCCCCCCCCCCCCCCCCCCCC)=O [(dimethylamino)methyl]hexacos-5-enoate